N[C@@H](C(=O)OCC)CNC(=O)C1=CC2=NC=CC(=C2S1)C ethyl (R)-2-amino-3-(7-methylthieno[3,2-b]pyridine-2-carboxamido)propanoate